2,3-dihydro-pyrrolizin-1-one C1(CCN2C=CC=C12)=O